ethyl 2-[[tert-butoxy-carbonyl(methyl)amino]methyl]prop-2-enoate C(C)(C)(C)OC(=O)N(C)CC(C(=O)OCC)=C